ClC1=C(SC=C1)C(=O)N Chlorothiophene-2-carboxamide